4-allyl-5,6-bis(benzyloxy)pyrimidine C(C=C)C1=NC=NC(=C1OCC1=CC=CC=C1)OCC1=CC=CC=C1